CCCCCCCCCCCCCCCCCC(=O)OC[C@@H](COP(=O)(O)OCCN)OC(=O)CCCCCCCCCCCCCCCCC The molecule is an optically active form of 1,2-distearoylphosphatidylethanolamine having (S)-configuration. It is a conjugate base of a (S)-1,2-distearoylphosphatidylethanolaminium. It is an enantiomer of a (R)-1,2-distearoylphosphatidylethanolamine.